ethoxy-5-[(2R)-2-ethyl-4-[1-(trifluoromethyl)cyclopentanecarbonyl]piperazin-1-yl]-N-[(3S)-pyrrolidin-3-yl]-[2,3'-bipyridine]-6-carboxamide C(C)OC=1C(=NC(=C(C1)N1[C@@H](CN(CC1)C(=O)C1(CCCC1)C(F)(F)F)CC)C(=O)N[C@@H]1CNCC1)C=1C=NC=CC1